3-methyl-6-{[(3S)-3-methylpiperidin-1-yl]methyl}imidazo[1,2-a]pyridine-8-carboxylic acid methyl ester COC(=O)C=1C=2N(C=C(C1)CN1C[C@H](CCC1)C)C(=CN2)C